FC=1C=C(C=C(C1)F)C1=CC(=CC=C1)C[C@@H]1N(CC([C@@H]1NS(=O)(=O)C)(F)F)C(C(C)C)=O N-[(2S,3R)-2-[(3',5'-difluoro[1,1'-biphenyl]-3-yl)methyl]-4,4-difluoro-1-(2-methylpropanoyl)pyrrolidin-3-yl]methanesulfonamide